C(C)OC([C@@H](CC1=CC=C(C=C1)OCCOCCOCCOCC)N1CCN(CCN(CCN(CC1)CC(OC(C)(C)C)=O)CC(OC(C)(C)C)=O)CC(=O)OC(C)(C)C)=O |r| Racemic-ethyl-3-(4-{2-[2-(2-ethoxyethoxy)ethoxy]ethoxy}phenyl)-2-[4,7,10-tris(2-tert-butoxy-2-oxoethyl)-1,4,7,10-tetraazacyclododecan-1-yl]propanoate